C(N)(=N)C1=CC=C(CNC(C(C)NC(=O)C2NCC(C2)C=2C=C(C=CC2)C)=O)C=C1 N-(1-((4-carbamimidoylbenzyl)amino)-1-oxoprop-2-yl)-4-(m-tolyl)pyrrolidine-2-carboxamide